OCCN1CC(CCC1)NC1=CC(=CN=N1)C 6-((1-(2-hydroxyethyl)piperidin-3-yl)amino)-4-methylpyridazine